5-(2-amino-1-methyl-2-oxo-ethyl)-4-benzyloxy-2-chloro-6-methyl-pyridine-3-carboxylic acid ethyl ester C(C)OC(=O)C=1C(=NC(=C(C1OCC1=CC=CC=C1)C(C(=O)N)C)C)Cl